2-((2,6-diethylphenyl)amino)-N-(1-methyl-3-(trifluoromethyl)-1H-pyrazol-5-yl)benzamide C(C)C1=C(C(=CC=C1)CC)NC1=C(C(=O)NC2=CC(=NN2C)C(F)(F)F)C=CC=C1